(2R)-7-amino-2-methyl-4-{[6-(trifluoromethoxy)pyridin-2-yl]methyl}-2H-1,4-benzoxazin-3-one NC1=CC2=C(N(C([C@H](O2)C)=O)CC2=NC(=CC=C2)OC(F)(F)F)C=C1